NC(C(CCC(=O)OC(C)(C)C)N1C(C2=CC=C(C=C2C1)O[Si](C)(C)C(C)(C)C)=O)=O tert-butyl 5-amino-4-[5-[tert-butyl (dimethyl)silyl]oxy-1-oxo-isoindolin-2-yl]-5-oxo-pentanoate